ClC=1C=C(C=CC1)C(CCO)NC1=NC=NC2=CC(=C(C=C12)OC1CCN(CC1)C(=O)OC(C)(C)C)OC tert-butyl 4-((4-((1-(3-chlorophenyl)-3-hydroxypropyl) amino)-7-methoxyquinazolin-6-yl)oxy)piperidine-1-carboxylate